(3-((tert-Butyldimethylsilyl)oxy)phenyl)pyrazin-2-amine [Si](C)(C)(C(C)(C)C)OC=1C=C(C=CC1)C=1C(=NC=CN1)N